N-Methyl-N-tridecyltridecan-1-amine CN(CCCCCCCCCCCCC)CCCCCCCCCCCCC